32-palmitoleoyloxy-dotriacontanoic acid C(CCCCCCC\C=C/CCCCCC)(=O)OCCCCCCCCCCCCCCCCCCCCCCCCCCCCCCCC(=O)O